O1CCN(CC1)C1=C2C(=NC(=C1)N1N=C(C=C1)C=1C=C(C=CC1)C)C=C(O2)C(C)O 1-(7-morpholino-5-(3-(m-tolyl)-1H-pyrazol-1-yl)furo[3,2-b]pyridin-2-yl)ethanol